N-(5-((2r,4s,5r)-4-hydroxy-5-(hydroxymethyl)tetrahydrofuran-2-yl)-6-oxo-1,6-dihydropyrimidin-2-yl)acetamide O[C@H]1C[C@@H](O[C@@H]1CO)C1=CN=C(NC1=O)NC(C)=O